BrC=1C=CC2=C(C=3C(=NC=CC3S2)Cl)C1 8-bromo-1-chlorobenzo[4,5]thieno[3,2-c]pyridine